2-chloro-N-cyclopropyl-5-[1-[2,6-dichloro-4-[1,2,2,2-tetrafluoro(trifluoromethyl)ethyl]phenyl]pyrazol-4-yl]pyridine-3-carboxamide ClC1=NC=C(C=C1C(=O)NC1CC1)C=1C=NN(C1)C1=C(C=C(C=C1Cl)C(C(F)(F)F)(F)C(F)(F)F)Cl